(R)-4-(8-Bromo-1-(hydroxymethyl)-1,2-dihydronaphtho[2,1-b]furan-1-yl)phenol BrC1=CC=C2C=CC=3OC[C@](C3C2=C1)(CO)C1=CC=C(C=C1)O